5-methoxy-6-({6-[(1r,2s)-5'-methoxy-2'-oxo-1',2'-dihydrospiro[cyclopropan-1,3'-indol]-2-yl]-1H-indazol-3-yl}amino)-N-methyl-N-(3-methyloxetan-3-yl)pyridine-3-sulfonamide COC=1C=C(C=NC1NC1=NNC2=CC(=CC=C12)[C@@H]1C[C@@]12C(NC1=CC=C(C=C21)OC)=O)S(=O)(=O)N(C2(COC2)C)C